C1(=CC=CC=C1)C=1C(=NC2=CC=CC=C2C1)C=1C2=CC=C(C3=CC=C4C(=CC=C(C1)C4=C32)C3=CC=C2C=4C=C1C(=CC4N(C2=C3)C3=CC=CC=C3)C=CC=C1)C1=CC=C3C=2C=C4C(=CC2N(C3=C1)C1=CC=CC=C1)C=CC=C4 3,3'-(4-(3-phenylquinolin-2-yl)pyrene-1,8-diyl)bis(5-phenyl-5H-benzo[b]carbazole)